O1NCCCC1 {1,2}oxazinane